2-((2R,5R)-2-((S)-sec-butyl)-5-(2,3-dihydro-1H-inden-2-yl)-3,6-dioxopiperazin-1-yl)-2-(2-methyloxazol-4-yl)acethydrazide [C@H](C)(CC)[C@H]1N(C([C@H](NC1=O)C1CC2=CC=CC=C2C1)=O)C(C(=O)NN)C=1N=C(OC1)C